O1CCC(CC1)C(N1CC2=CC=CC(=C2CC1)CNC=1N=NC(=CC1)C1=C(C(=CC(=C1)F)F)F)([2H])[2H] N-((2-((tetrahydro-2H-pyran-4-yl)methyl-d2)-1,2,3,4-tetrahydroisoquinolin-5-yl)methyl)-6-(2,3,5-trifluorophenyl)pyridazin-3-amine